1-((1S,3S)-5-acetyl-5-azaspiro[2.5]octane-1-yl)-3-(5-chloro-4-(5,5-dimethyl-5,6-dihydro-4H-pyrrolo[1,2-b]pyrazol-3-yl)pyridin-2-yl)urea C(C)(=O)N1C[C@@]2(C[C@@H]2NC(=O)NC2=NC=C(C(=C2)C2=C3N(N=C2)CC(C3)(C)C)Cl)CCC1